CC1=C(C=C(C(=O)NC=2C(=NN(C2)C(C)C)C)C=C1)C#CC=1C=NC=CC1 4-methyl-N-[3-methyl-1-(propan-2-yl)-1H-pyrazol-4-yl]-3-[2-(pyridin-3-yl)ethynyl]benzamide